4-Chloro-2-(cyclopent-1-en-1-yl)-N-((R)-2-(((S)-5,11-dioxo-2,3,10,11-tetrahydro-1H,5H-benzo[d]pyrazolo[1,2-a][1,2]diazepin-10-yl)carbamoyl)butyl)thiazol-5-carboxamid ClC=1N=C(SC1C(=O)NC[C@@H](CC)C(N[C@H]1C2=C(C(N3N(C1=O)CCC3)=O)C=CC=C2)=O)C2=CCCC2